OC(CC)CCC[C@@H](C)[C@H]1CC[C@H]2[C@@H]3CC[C@H]4[C@H]([C@H](CC[C@]4(C)[C@H]3CC[C@]12C)O)O 24-(1-hydroxypropyl)-5α-cholan-3β,4β-diol